5,7-bis(trifluoromethyl)-2,1-benzothiazol-3-amine FC(C=1C=C(C=2C(=C(SN2)N)C1)C(F)(F)F)(F)F